BrC=1C(=NC(=NC1)NC1=C(C=C(C(=C1)CC)N1CCC(CC1)N1CCN(CC1)C)OC)NC1=C(C(=CC=C1)OC)N(S(=O)(=O)C)C N-(2-((5-bromo-2-((5-ethyl-2-methoxy-4-(4-(4-methylpiperazin-1-yl)piperidin-1-yl)phenyl)amino)pyrimidin-4-yl)amino)-6-methoxyphenyl)-N-methylmethanesulfonamide